(S)-34-(4-(bis(2-(2,5-dioxo-2,5-dihydro-1H-pyrrol-1-yl)ethyl)amino)-4-oxobutanamido)-28,35-dioxo-2,5,8,11,14,17,20,23,26-nonaoxa-29,36-diazatetracontan-40-oic acid O=C1N(C(C=C1)=O)CCN(C(CCC(=O)N[C@@H](CCCCNC(COCCOCCOCCOCCOCCOCCOCCOCCOC)=O)C(NCCCC(=O)O)=O)=O)CCN1C(C=CC1=O)=O